1-(4-ethylphenyl)-N-methyl-N-(m-tolyl)-1H-1,2,4-triazole-3-carboxamide C(C)C1=CC=C(C=C1)N1N=C(N=C1)C(=O)N(C=1C=C(C=CC1)C)C